C(=O)(O)C=1C=C(C=CC1OC1=C(C=C(C=C1)N)C(F)(F)F)C1=CC(=C(C=C1)OC1=C(C=C(C=C1)N)C(F)(F)F)C(=O)O 3,3'-dicarboxyl-4,4'-di(4-amino-2-trifluoromethylphenoxy)biphenyl